8-Chloro-1-methyl-4-thioxo-6-(trifluoromethyl)quinazolin-2-one ClC=1C=C(C=C2C(NC(N(C12)C)=O)=S)C(F)(F)F